7-Isopropoxy-2-(1-methyl-2-oxabicyclo[2.2.1]heptan-4-yl)-N-(1-(trifluoromethyl)-1H-pyrazol-3-yl)imidazo[1,2-a]pyridine-6-carboxamide C(C)(C)OC1=CC=2N(C=C1C(=O)NC1=NN(C=C1)C(F)(F)F)C=C(N2)C21COC(CC2)(C1)C